myristic acid 3-isoamyl-6-methyl-2-heptyl ester C(CC(C)C)C(C(C)OC(CCCCCCCCCCCCC)=O)CCC(C)C